O=C1CCN(CC1)CCC(=O)O 3-(4-oxo-1-piperidyl)propanoic acid